γ-tocotrienol CC(C)=CCC/C(C)=C/CC/C(C)=C/CC[C@]1(C)CCC2C=C(O)C(C)=C(C)C=2O1